thiophene-2-carboxylic acid 2-(((4-methoxy-3,5-dimethylpyridin-2-yl) methyl) sulfinyl)-1H-benzo[d]imidazol-5-yl ester COC1=C(C(=NC=C1C)CS(=O)C1=NC2=C(N1)C=CC(=C2)OC(=O)C=2SC=CC2)C